1-((6-bromo-3-(6-chlorochromane-3-carbonyl)-1H-indol-1-yl)methyl)cyclopropane-carboxylic acid BrC1=CC=C2C(=CN(C2=C1)CC1(CC1)C(=O)O)C(=O)C1COC2=CC=C(C=C2C1)Cl